tert-butyl (R)-(1-(2-(5-(difluoromethyl)-3-(3-(1-phenylcyclopropyl)-1,2,4-oxadiazol-5-yl)-1H-pyrazol-1-yl)acetyl)pyrrolidin-3-yl)carbamate FC(C1=CC(=NN1CC(=O)N1C[C@@H](CC1)NC(OC(C)(C)C)=O)C1=NC(=NO1)C1(CC1)C1=CC=CC=C1)F